OCC(CC=1N=CNC1)NC(=O)C1CCCCC1 N-(1-hydroxy-3-(1H-imidazol-4-yl)propan-2-yl)cyclohexanecarboxamide